FC1(CCN(CC1)C(=O)C1=CC=C(NC)C=C1)F 4-(4,4-difluoropiperidine-1-carbonyl)-N-methylaniline